NC1=C(C=2N=CC=NC2C2=C1N=CC=N2)N 5,6-Diaminopyrazinoquinoxaline